1-(4-trifluoromethyl-2-pyridyl)-8-chloro-6-fluoro-1,4-dihydro-7-(3-aminopyrrolidinyl)-4-oxo-3-quinolinecarboxylic acid FC(C1=CC(=NC=C1)N1C=C(C(C2=CC(=C(C(=C12)Cl)N1CC(CC1)N)F)=O)C(=O)O)(F)F